NC1=C(C(=CC(=C1)C(F)(F)F)C(F)(F)F)C=1N(C=CN1)C=O 2-amino-4,6-bis(trifluoromethyl)phenyl-1H-imidazole-1-methanone